isopropyl trans-N-[4-[5-[2-(ethylsulfamoyl)-4-[(1,3,4-thiadiazol-2-yl)amino]phenyl]thiazol-2-yl]cyclohexyl]carbamate C(C)NS(=O)(=O)C1=C(C=CC(=C1)NC=1SC=NN1)C1=CN=C(S1)[C@@H]1CC[C@H](CC1)NC(OC(C)C)=O